(5-chloro-3-(4-methoxybenzyl)-2-methylphenyl)-N-ethyl-N-methyl-formamidine ClC=1C=C(C(=C(C1)C(=N)N(C)CC)C)CC1=CC=C(C=C1)OC